1-(4Z,7Z,10Z,13Z,16Z-docosapentaenoyl)-sn-glycero-3-phosphocholine C(C=C\C=C/C=C\C=C\C=C/CCCCCCCCCCC)(=O)OC[C@@H](O)COP(=O)([O-])OCC[N+](C)(C)C